5-chloro-2-(7-fluoro-2-methylindazol-5-yl)-6-[(3S)-3-methylpiperazin-1-yl]-1,8-naphthyridine ClC1=C2C=CC(=NC2=NC=C1N1C[C@@H](NCC1)C)C1=CC2=CN(N=C2C(=C1)F)C